3-((13S,15S,Z)-16-(hydroxymethylene)-13-methyl-17-oxo-7,8,9,11,12,13,14,15,16,17-decahydro-6H-cyclopenta[a]phenanthren-15-yl)-N-(pyridin-2-yl)propanamide O\C=C/1\[C@H](C2C3CCC=4C=CC=CC4C3CC[C@@]2(C1=O)C)CCC(=O)NC1=NC=CC=C1